N-{2-[4-(2-Chloro-6-fluorophenyl)cyclohexyl]ethyl}-1-methylpiperidin-4-amine ClC1=C(C(=CC=C1)F)C1CCC(CC1)CCNC1CCN(CC1)C